C(=C/CCCCCCCCCC)/C(=C/C(=O)O)/C.FC1=C(C(=CC(=C1)[N+](=O)[O-])F)N1CCC(CC1)C(F)(F)F 1-(2,6-difluoro-4-nitrophenyl)-4-(trifluoromethyl)piperidine (Z)-3-dodecene-1-yl-(E)-2-butenoate